2-(6-bromo-4,7-dichloro-indazol-2-yl)-2-[(6R)-6-fluoro-6,7-dihydro-5H-pyrrolo[1,2-c]imidazol-1-yl]acetic acid ethyl ester C(C)OC(C(C1=C2N(C=N1)C[C@@H](C2)F)N2N=C1C(=C(C=C(C1=C2)Cl)Br)Cl)=O